ClC=1C=C(C=2N(C1)C=C(N2)C(=O)N2C[C@@H]([C@H](CC2)N2CC1=CC=CC=C1CC2)O)Cl (6,8-dichloroimidazo[1,2-a]pyridin-2-yl)[(3S,4S)-4-(3,4-dihydroisoquinolin-2(1H)-yl)-3-hydroxypiperidin-1-yl]methanone